NC1=CC=C(C=C1)S(=O)(=O)NC1=NC=NC(=C1OC)OC 4-(p-aminobenzenesulfonylamino)-5,6-dimethoxypyrimidine